(R)-3,4-Difluoro-N-((1-(4-(hydroxyamino)-4-oxo-1-(2-oxo-1,2,3,4-tetrahydrochinolin-6-yl)butan-2-yl)-1H-1,2,3-triazol-4-yl)methyl)benzamid FC=1C=C(C(=O)NCC=2N=NN(C2)[C@H](CC=2C=C3CCC(NC3=CC2)=O)CC(=O)NO)C=CC1F